2,4-pentanediol di(p-toluate) C1(=CC=C(C=C1)C(=O)OC(C)CC(C)OC(=O)C1=CC=C(C=C1)C)C